N=1N(C=C2CNCCCC21)C(=O)N2CCN(CC2)C(=O)OCC2=CC=CC=C2 benzyl 4-(5,6,7,8-tetrahydro-4H-pyrazolo[4,3-c]azepine-2-carbonyl)piperazine-1-carboxylate